n-iodobutane CCCCI